aminoadamantan NC12CC3CC(CC(C1)C3)C2